OCC=1C=C2CCN(C(C2=CC1)=O)C 6-(hydroxymethyl)-2-methyl-3,4-dihydroisoquinoline-1(2H)-one